NC=1C(=NC(=NC1C1=C2C=NNC2=CC=C1C([2H])([2H])[2H])C=1C(=NC=CC1)NC12CC(C1)(C2)C#N)C(=O)N 5-amino-2-[2-[(3-cyano-1-bicyclo[1.1.1]pentanyl)amino]-3-pyridyl]-6-[5-(trideuteriomethyl)-1H-indazol-4-yl]pyrimidine-4-carboxamide